4,4'-azobis(4-cyanovalerate) N(=NC(CCC(=O)[O-])(C)C#N)C(CCC(=O)[O-])(C)C#N